FC(OCCN1N=CC(=C1)C=1NC=CC1)F 2-(1-(2-difluoromethoxyethyl)-1H-pyrazol-4-yl)-1H-pyrrole